[C@H]1([C@H](O)[C@@H](O)[C@H](O)[C@H](O1)CO)O[C@@H]([C@@H]([C@H](C=O)O)O)[C@H](O)CO α-D-glucopyranosyl-(1→4)-D-glucose